CN1N=NC(=C1NC(O[C@H](C)C=1C(=NC=CC1)F)=O)C1=NC=C(N=C1)NC(=O)C=1C=NC(=NC1)C(F)(F)F (R)-1-(2-fluoropyridin-3-yl)ethyl (1-methyl-4-(5-(2-(trifluoromethyl)pyrimidine-5-carboxamido)pyrazin-2-yl)-1H-1,2,3-triazol-5-yl)carbamate